4-([2-chloroethyl][2-methylsulfonyloxyethyl]amino)benzoyl-L-glutamic acid ClCCN(C1=CC=C(C(=O)N[C@@H](CCC(=O)O)C(=O)O)C=C1)CCOS(=O)(=O)C